FC(C(C(C(C(C(C(C(C(C(F)(F)F)(F)F)(F)F)(F)F)(F)F)(F)F)(F)F)(F)F)(F)F)(N)F perfluorodecaneamine